C1(CC1)C(=O)NC1=NC=C(C(=O)N(C)OC)C(=C1)NC1=C(C(=CC=C1)C1=NN(C=N1)C)OC 6-(Cyclopropanamido)-N-methoxy-4-((2-methoxy-3-(1-methyl-1H-1,2,4-triazol-3-yl)phenyl)amino)-N-methylnicotinamide